(S)-N-((S)-2-(dimethylamino)-3-(4-hydroxyphenyl)propyl)-3-(5-methylthiophene-2-yl)-3-(1-(trifluoromethyl)cyclopropyl)propanamide CN([C@H](CNC(C[C@@H](C1(CC1)C(F)(F)F)C=1SC(=CC1)C)=O)CC1=CC=C(C=C1)O)C